CC1=NOC(=C1C=1C=NC=2CCN(CC2C1)C=1C(=C(C=2N(N1)C(=NN2)C)C)C)C 3,5-dimethyl-4-[6-(3,7,8-trimethyl-[1,2,4]triazolo[4,3-b]pyridazin-6-yl)-7,8-dihydro-5H-1,6-naphthyridin-3-yl]isoxazole